C(C)(=O)NC1=CC=C(C=C1)C1=CC=C2C(=N1)SC(=N2)NC(C2=CN=C(C=C2C2=C(C=CC(=C2)C(N)=O)OC)C)=O N-(5-(4-acetamidophenyl)thiazolo[5,4-b]pyridin-2-yl)-4-(5-carbamoyl-2-methoxyphenyl)-6-methylnicotinamide